C(#N)C1(CC1)NS(=O)(=O)C=1C=CC=2N(C1)C(=NC2C2=CC1(CN(C1)C(C(C)C)=O)CC2)C=2SC(=NN2)C(F)(F)F N-(1-cyanocyclopropyl)-1-(2-isobutyryl-2-azaspiro[3.4]oct-5-en-6-yl)-3-(5-(trifluoromethyl)-1,3,4-thiadiazol-2-yl)imidazolo[1,5-a]pyridine-6-sulfonamide